N1=CC=C(C=C1)N1NN=C(C=N1)C1=CC=NC=C1 3,6-bis(pyridin-4-yl)tetrazine